4-(6-carbamoyl-1-methyl-1H-indol-4-yl)-2-chloropyrimidine-5-carboxylic acid isopropyl ester C(C)(C)OC(=O)C=1C(=NC(=NC1)Cl)C1=C2C=CN(C2=CC(=C1)C(N)=O)C